(3R,4S)-4-{[5-chloro-7-(1-ethylcyclobutyl)imidazo[4,3-f][1,2,4]triazin-2-yl]amino}piperidin-3-ol hydrochloride Cl.ClC=1N=C(N2N=C(N=CC21)N[C@@H]2[C@@H](CNCC2)O)C2(CCC2)CC